C(C)(C)(C)OC(=O)N1[C@@H](CN(C[C@@H]1C)C1=C2C=CC(=NC2=C(C=C1)C(NC=1C=C(C=2N(C1)C=C(N2)C)F)=O)OC)C (2r,6s)-4-[8-({8-fluoro-2-methylimidazo[1,2-a]pyridin-6-yl}carbamoyl)-2-methoxyquinolin-5-yl]-2,6-dimethylpiperazine-1-carboxylic acid tert-butyl ester